CSC1=NN2C(NC=3C=CC=CC3C2=N1)=O (methylsulfanyl)[1,2,4]triazolo[1,5-c]quinazolin-5(6H)-one